methyl-2-(3-bromo-5-fluorophenyl)acetic acid CC(C(=O)O)C1=CC(=CC(=C1)F)Br